[Cl-].CN1C=[NH+]C=C1 N-methyl-imidazolium chloride